O(C)NC(C1=CN=CC=C1NC1=C(C(=CC=C1)C)NS(=O)(=O)C)=O N-methoxyl-4-((3-methyl-2-(N-methyl-sulfonyl-amino)phenyl)amino)nicotinamide